O=C1NC(CCC1N1C(C2=C(C=C(C(=C2C1=O)C1CCNCC1)F)F)=O)=O 2-(2,6-dioxopiperidin-3-yl)-5,7-difluoro-4-(piperidin-4-yl)isoindoline-1,3-dione